1-(1-(2-(8-(but-3-en-1-yloxy)-5-methylimidazo[1,2-a]pyrazin-6-yl)pyridin-4-yl)ethyl)-3-((S)-7,7-difluorooct-1-en-4-yl)-1-ethylurea C(CC=C)OC=1C=2N(C(=C(N1)C1=NC=CC(=C1)C(C)N(C(=O)N[C@H](CC=C)CCC(C)(F)F)CC)C)C=CN2